O([C@H]1[C@H](O)[C@@H](O)[C@H](O)[C@H](O1)CO)C1=C(C=CC=C1)CC1=CC=C(C=C1)CCCO 2-[4-(3-hydroxypropyl)benzyl]phenyl β-D-glucopyranoside